((2S,3R,4R)-4-(3,4-dimethoxybenzyl)-2-(3,4-dimethoxyphenyl)tetrahydrofuran-3-yl)methylcyclopentanecarboxylate COC=1C=C(C[C@@H]2[C@@H]([C@H](OC2)C2=CC(=C(C=C2)OC)OC)COC(=O)C2CCCC2)C=CC1OC